potassium permanganate-potassium salt [K+].[Mn](=O)(=O)(=O)[O-].[K+].[Mn](=O)(=O)(=O)[O-]